(R)-1-((S)-5,7-dihydro-4H-thieno[2,3-c]pyran-7-yl)-N-methylethylamine S1C=CC2=C1[C@@H](OCC2)[C@@H](C)NC